C1(CC1)C1=NN(C(=C1)C(F)(F)F)CC(=O)N1[C@H]([C@H](CC1)N1CCN(CC1)CC(=O)N)C1=C(C(=CC=C1)OC([2H])([2H])[2H])C 2-[4-[(2S,3S)-1-[2-[3-Cyclopropyl-5-(trifluoromethyl)pyrazol-1-yl]acetyl]-2-[2-methyl-3-(trideuteriomethoxy)phenyl]pyrrolidin-3-yl]piperazin-1-yl]acetamide